3-aminomethyl-6-(4-chloro-phenyl)-5-fluoro-hexanoic acid NCC(CC(=O)O)CC(CC1=CC=C(C=C1)Cl)F